(E)-N-(4-(1-(4-(4-(4-((2-(2,6-dioxopiperidin-3-yl)-3-oxoisoindoline-4-yl)oxy)butyl)piperazin-1-yl)benzoyl)piperidin-4-yl)butyl)-3-(pyridin-3-yl)acrylamide O=C1NC(CCC1N1CC2=CC=CC(=C2C1=O)OCCCCN1CCN(CC1)C1=CC=C(C(=O)N2CCC(CC2)CCCCNC(\C=C\C=2C=NC=CC2)=O)C=C1)=O